FC1=CC(=C(C=C1F)NC1=NC(=NC=N1)NC=1C(=CC(=C(C1)NC(C=C)=O)N(C[C@@H]1N(CCC1)C)C)OC)C(C)(C)O (R)-N-(5-(4-(4,5-difluoro-2-(2-hydroxypropan-2-yl)phenyl-amino)-1,3,5-triazin-2-ylamino)-4-methoxy-2-(methyl((1-methylpyrrolidin-2-yl)methyl)amino)phenyl)acrylamide